C(C)N[Si](O[Si](C)(C)C)(O[Si](C)(C)C)O[Si](C)(C)C 3-ethylamino-3-(trimethylsilyloxy)-1,1,1,5,5,5-hexamethyltrisiloxane